N-[1-[[2-chloro-5-(1-isopropyl-6-oxo-3-pyridyl)phenyl]methyl]-2-[4-(4-methyl-1,2,4-triazol-3-yl)anilino]-2-oxo-ethyl]-3,3-dimethyl-butanamide ClC1=C(C=C(C=C1)C1=CN(C(C=C1)=O)C(C)C)CC(C(=O)NC1=CC=C(C=C1)C1=NN=CN1C)NC(CC(C)(C)C)=O